tertbutyl {6-[({[(1-methyl-1H-tetrazol-5-yl)(phenyl)methylene]amino}oxy)methyl]pyridin-2-yl}carbamate CN1N=NN=C1C(C1=CC=CC=C1)=NOCC1=CC=CC(=N1)NC(OC(C)(C)C)=O